C(C)(C)(C)C=1C=C(C=C(C1O)C(C)(C)C)C(=O)C1=CC=C(C=C1)F (3,5-di-tert-butyl-4-hydroxyphenyl)(4-fluorophenyl)methanone